CN[C@H](C(=O)N[C@@H]1CN(CC1)C1=NC(=NC(=C1)NC=1SC(=CN1)C1=CC=NC=C1)C)C (2S)-2-(methylamino)-N-[(3S)-1-[2-methyl-6-[[5-(4-pyridyl)thiazol-2-yl]amino]pyrimidin-4-yl]pyrrolidin-3-yl]propanamide